2-chloro-5-(trifluoromethyl)acetophenone CC(=O)C1=C(C=CC(=C1)C(F)(F)F)Cl